tert-Butyl 3-(7-bromo-4-(trifluoromethyl)benzo[d]oxazol-2-yl)-3,9-diazabicyclo[3.3.1]nonane-9-carboxylate BrC1=CC=C(C=2N=C(OC21)N2CC1CCCC(C2)N1C(=O)OC(C)(C)C)C(F)(F)F